(R)-8-(1-(2,2-difluoroethyl)-1H-pyrazolo[3,4-b]pyrazin-6-yl)-1-ethyl-2-(2-(trifluoromethyl)pyridin-4-yl)-2,8-diazaspiro[4.5]decan-3-one FC(CN1N=CC=2C1=NC(=CN2)N2CCC1(CC(N([C@@H]1CC)C1=CC(=NC=C1)C(F)(F)F)=O)CC2)F